methyl 4-hydroxy-1-[6-methyl-5-(3-methyltriazol-4-yl)-3-pyridyl]-6-oxo-pyridazine-3-carboxylate OC=1C(=NN(C(C1)=O)C=1C=NC(=C(C1)C=1N(N=NC1)C)C)C(=O)OC